FC=1C=CC(=NC1)COC1=CC(N(C=C1)C=1C=CC=2C3=C(N(C2C1)C)C(CNC3)([2H])[2H])=O 4-((5-fluoropyridin-2-yl)methoxy)-1-(5-methyl-2,3,4,5-tetrahydro-1H-pyrido[4,3-b]indol-7-yl-4,4-d2)pyridin-2(1H)-one